(E)-N-(6'-chloro-2',3'-dimethoxy-[1,1'-biphenyl]-3-yl)-4-(4-chlorobut-2-enamidyl)-3-cyanobenzamide ClC1=CC=C(C(=C1C1=CC(=CC=C1)NC(C1=CC(=C(C=C1)NC(\C=C\CCl)=O)C#N)=O)OC)OC